(3-(2-methylphenylethyl)piperidin-1-yl)(2-phenyl-2H-1,2,3-triazol-4-yl)methanone CC1=C(C=CC=C1)CCC1CN(CCC1)C(=O)C1=NN(N=C1)C1=CC=CC=C1